COC(=O)C=1C=CC2=C(N(C(=N2)CN2CCC(CC2)C2=NC(=CC=C2)OCC2=C(C=C(C=C2F)C(C)=O)F)C[C@H]2OCC2)C1.C(CCCC)C1(CCCCCCCCCC1)CCCCC di(n-pentyl)cycloundecane methyl-(S)-2-((4-(6-((4-acetyl-2,6-difluorobenzyl)oxy)pyridin-2-yl)piperidin-1-yl)methyl)-1-(oxetan-2-ylmethyl)-1H-benzo[d]imidazole-6-carboxylate